[Cl-].C(=O)(O)C1C(CCC2=CC=C(C=C12)OC1=C(C=CC=C1)C1=CC(=CC=C1)C=C)[NH3+] carboxy-7-((3'-vinyl-[1,1'-biphenyl]-2-yl)oxy)-1,2,3,4-tetrahydronaphthalene-2-aminium chloride